(1S,3S)-3-amino-1-methylcyclobutyl benzoate C(C1=CC=CC=C1)(=O)OC1(CC(C1)N)C